2-heptylnonyl glycidyl ether C(C1CO1)OCC(CCCCCCC)CCCCCCC